1-(6-(piperazin-1-yl)-1-(2,2,2-trifluoroethyl)-1H-indazol-3-yl)-dihydropyrimidine-2,4(1H,3H)-dione N1(CCNCC1)C1=CC=C2C(=NN(C2=C1)CC(F)(F)F)N1C(NC(CC1)=O)=O